4-[4-[[6'-(4-cyclopropyl-6-methoxy-pyrimidin-5-yl)-2',2'-dioxo-spiro[cyclopropane-1,3'-isothiazolo[3,4-d]pyrimidine]-1'-yl]methyl]phenyl]-2H-phthalazin-1-one C1(CC1)C1=NC=NC(=C1C1=NC=C2C(=N1)N(S(C21CC1)(=O)=O)CC1=CC=C(C=C1)C1=NNC(C2=CC=CC=C12)=O)OC